C(C)(C)(C)[Si](C1=CC=CC=C1)(C1=CC=CC=C1)O[C@@H]1[C@@H]2[C@H](OC1)[C@@H](CO2)OC tert-butyl-(((3S,3aS,6R,6aR)-6-methoxyhexahydrofuro[3,2-B]furan-3-yl)oxy)diphenylsilane